3-chloro-N-(2,4-dimethoxybenzyl)-2,6-difluoro-N-(6-fluoropyridin-2-yl)-4-(3-(4-methoxy-4-methylpiperidin-1-yl)-3-methylpyrrolidin-1-yl)benzenesulfonamide ClC=1C(=C(C(=CC1N1CC(CC1)(C)N1CCC(CC1)(C)OC)F)S(=O)(=O)N(C1=NC(=CC=C1)F)CC1=C(C=C(C=C1)OC)OC)F